C(C)(C)(C)OC(=O)N[C@H](C(=O)N1[C@@H]([C@@H](CC1)CC)C(=O)OC(C)(C)C)C(C)(C)C tert-butyl (2S,3R)-1-[(2S)-2-(tert-butoxycarbonylamino)-3,3-dimethyl-butanoyl]-3-ethyl-pyrrolidine-2-carboxylate